CN1C=NC2=C1C=CC(=C2)C2=NC(=NC=C2)NC2=CC=C(C=C2)N2CCOCC2 4-(1-methyl-1H-benzo[d]imidazol-5-yl)-N-(4-morpholinophenyl)pyrimidin-2-amine